CN1N=CC=2C=NC(=CC21)C(=O)O 1-methylpyrazolo[4,3-c]pyridine-6-carboxylic acid